C(C)(C)(C)N1N=C(C=C1[C@H]1C[C@H](CC1)OC(NC(C)C)=O)NC(OCC1=CC=CC=C1)=O benzyl N-{1-tert-butyl-5-[(1R,3S)-3-{[(propan-2-yl)carbamoyl]oxy}cyclopentyl]-1H-pyrazol-3-yl}carbamate